8-Benzyl-6-(2-fluorophenyl)-2-(furan-2-ylmethyl)imidazo[1,2-a]pyrazin-3-yl-acetat C(C1=CC=CC=C1)C=1C=2N(C=C(N1)C1=C(C=CC=C1)F)C(=C(N2)CC=2OC=CC2)CC(=O)[O-]